N,N-dimethyl-octadecyl-amine oxide C[N+](C)(CCCCCCCCCCCCCCCCCC)[O-]